FC=1C(=C(C=CC1F)C(C(O)C(=O)NC=1C=C2C(NCC2=CC1)=O)[C@@H]([C@H](C(F)(F)F)C)C)OC (4S,5R)-3-(3,4-difluoro-2-methoxyphenyl)-4,5-dimethyl-N-(3-oxo-2,3-dihydro-1H-isoindol-5-yl)-5-(trifluoromethyl)oxapentane-2-carboxamide